calcium lithium thiophosphate P(=S)([O-])([O-])[O-].[Li+].[Ca+2]